C1(CC1)S(=O)(=O)N1N=CC(=C1)C1=NC=CC(=N1)NC1=NC=C(C(=C1)NC(C)C)C1=NN(C=C1)CCC(F)(F)F N2-(2-(1-(Cyclopropylsulfonyl)-1H-pyrazol-4-yl)pyrimidin-4-yl)-N4-isopropyl-5-(1-(3,3,3-trifluoropropyl)-1H-pyrazol-3-yl)pyridine-2,4-diamine